[PH2](=O)N=CN N2-phosphinyl-formamidine